(E)-2-(1-(4-chlorophenyl)ethylidene)hydrazine-1-carboxamide ClC1=CC=C(C=C1)\C(\C)=N\NC(=O)N